C(=C)C1=CC=C(C=C1C=C)C1CC(=O)OC1=O 4,5-divinylbenzenesuccinic anhydride